O=C1NC(CCC1N1C(N(C2=C1C=CC=C2C#CCCCCCC(=O)O)C)=O)=O 8-[1-(2,6-Dioxopiperidin-3-yl)-3-methyl-2-oxo-1,3-benzodiazol-4-yl]oct-7-ynoic acid